8-fluoro-3-(2-iodoethyl)-1-(4-methoxybenzyl)-3,4-dihydroquinolin-2(1H)-one FC=1C=CC=C2CC(C(N(C12)CC1=CC=C(C=C1)OC)=O)CCI